(9H-fluoren-9-yl)methyl (4-acetylphenyl)carbamate C(C)(=O)C1=CC=C(C=C1)NC(OCC1C2=CC=CC=C2C=2C=CC=CC12)=O